N-(2-aminoethyl)-N-methyl-4-(9H-purin-6-yl)-3,4-dihydro-2H-1,4-thiazine-6-carboxamide hydrochloride Cl.NCCN(C(=O)C1=CN(CCS1)C1=C2N=CNC2=NC=N1)C